O=C1[C@H](CCC1)NC(OC(C)(C)C)=O tert-butyl N-[(1S)-2-oxocyclopentyl]carbamate